4-((3-(3-(((2-chloro-[1,1'-biphenyl]-4-yl)methyl)amino)propanamido)propyl)amino)-1H-indazole-6-carboxamide ClC1=C(C=CC(=C1)CNCCC(=O)NCCCNC1=C2C=NNC2=CC(=C1)C(=O)N)C1=CC=CC=C1